tert-butyl (4-methyl-3-(2-(3-tosyloxiran-2-yl)ethyl)phenyl)carbamate CC1=C(C=C(C=C1)NC(OC(C)(C)C)=O)CCC1OC1S(=O)(=O)C1=CC=C(C)C=C1